C(C1CO1)OC(C(=C)C)=O.C(=C)S(=O)(=O)[O-].[Na+] sodium vinylsulfonate glycidyl-methacrylate